(2R,3S,4S)-4-hydroxy-2-(4-(oxazol-5-yl)benzyl)pyrrolidin-3-yl ((2-(azetidin-1-yl)pyridin-4-yl)methyl)carbamate N1(CCC1)C1=NC=CC(=C1)CNC(O[C@H]1[C@H](NC[C@@H]1O)CC1=CC=C(C=C1)C1=CN=CO1)=O